(S)-2-(2-((tert-butoxycarbonyl)amino)-3-(1H-imidazol-4-yl)propanamido)-2-methylpropanoic acid C(C)(C)(C)OC(=O)N[C@H](C(=O)NC(C(=O)O)(C)C)CC=1N=CNC1